trans-4-(2-Amino-3,5-dibromobenzylamino)-cyclohexanol hydrochlorid Cl.NC1=C(CN[C@@H]2CC[C@H](CC2)O)C=C(C=C1Br)Br